(+)-α-amino-3-(5-phosphonomethyl-[1,1'-biphenyl]-3-yl)propanoic acid ethyl ester C(C)OC(C(CC=1C=C(C=C(C1)CP(=O)(O)O)C1=CC=CC=C1)N)=O